CP1CCCCC1 1-methylphosphinane